(2-bromo-4-fluoro-7,8-dihydro-[1,4]dioxino[2',3':3,4]benzo[1,2-d]thiazol-7-yl)methanol BrC=1SC2=C(N1)C(=CC1=C2OCC(O1)CO)F